L-carnitine zinc 2-hydroxycitrate OC(C(=O)[O-])C(O)(C(=O)[O-])CC(=O)[O-].[Zn+2].O[C@@H](C[N+](C)(C)C)CC([O-])=O.OC(C(=O)[O-])C(O)(C(=O)[O-])CC(=O)[O-].[Zn+2].[Zn+2]